2-hydroxy-acetic acid anion OCC(=O)[O-]